C(C)C=1N=NN(N1)C1=CC(=C(C(=O)N(C2=NC=CC3=CC=CC(=C23)C)[C@H]2CN(CCC2)C(=O)[O-])C=C1)F (R)-3-(4-(5-ethyl-2H-tetrazol-2-yl)-2-fluoro-N-(8-methylisoquinolin-1-yl)benzamido)piperidine-1-carboxylate